CN(C)CC(CCCC)CC N,N-Dimethyl-2-ethylhexylamin